1-(4-Methoxyphenyl)-N5-(1-(3-oxomorpholino)pyrrolidin-3-yl)-1H-pyrazole-3,5-dicarboxamide COC1=CC=C(C=C1)N1N=C(C=C1C(=O)NC1CN(CC1)N1C(COCC1)=O)C(=O)N